C(C)(C)C1CC2(CCC(O2)OCCO)CC1 2-((7-isopropyl-1-oxaspiro[4.4]non-2-yl)oxy)ethan-1-ol